C(C)OC(=O)C1=C(C(=NC=C1F)C1=CC=C(C=C1)F)F 3,5-difluoro-2-(4-fluorophenyl)pyridine-4-carboxylic acid ethyl ester